5-(8-methoxy-2-methyl-[1,2,4]triazolo[1,5-b]pyridazin-6-yl)-2-{3-[(3S)-3-(propan-2-yl)piperazin-1-yl]-1,2,4-triazin-6-yl}phenol dihydrochloride Cl.Cl.COC=1C=2N(N=C(C1)C=1C=CC(=C(C1)O)C1=CN=C(N=N1)N1C[C@@H](NCC1)C(C)C)N=C(N2)C